1,2-dimethyl-3-ethylimidazolium trifluoromethanesulfonic acid salt FC(S(=O)(=O)[O-])(F)F.CN1C(=[N+](C=C1)CC)C